ethyl (2R,3R)-1-((R)-tert-butylsulfinyl)-3-phenylaziridine-2-carboxylate C(C)(C)(C)[S@@](=O)N1[C@H]([C@H]1C1=CC=CC=C1)C(=O)OCC